FC(C(C[C@@H](C(=O)N)N[C@H](C)C1=CC=CC=C1)(C)C)(F)F (2S)-5,5,5-trifluoro-4,4-dimethyl-2-[[(1R)-1-phenylethyl]amino]pentanamide